N-[2-[(4,4-difluorocyclohexyl)amino]-1-(5-fluoro-3-pyridyl)-2-oxo-ethyl]-5-oxo-N-[4-(pentafluoro-λ6-sulfanyl)phenyl]piperazine-2-carboxamide FC1(CCC(CC1)NC(C(C=1C=NC=C(C1)F)N(C(=O)C1NCC(NC1)=O)C1=CC=C(C=C1)S(F)(F)(F)(F)F)=O)F